cis-3-(4-(methoxycarbonyl)phenyl)-1-propylcyclooctane-1-carboxylic acid COC(=O)C1=CC=C(C=C1)[C@@H]1C[C@@](CCCCC1)(C(=O)O)CCC